C(C)(C)(C)OC(N(C)C=1SC(=C(N1)P(=O)(C)OCC)C#CCO[Si](C)(C)C(C)(C)C)=O tert-butyl(5-(3-((tert-butyldimethylsilyl)oxy) prop-1-yn-1-yl)-4-(ethoxy(methyl)phosphoryl)thiazol-2-yl)(methyl)carbamate